CNN(C1=CC=CC=C1)C1=CC=CC=C1 2-Methyldiphenylhydrazine